(1-methoxyisoquinoline-5-yl)-1-(trifluoromethyl)-1H-imidazole-5-carboxylic acid COC1=NC=CC2=C(C=CC=C12)C=1N(C(=CN1)C(=O)O)C(F)(F)F